ClC1=C(C(=C(C(=C1F)C(F)(F)F)F)Cl)C#N 2,6-dichloro-3,5-difluoro-4-(trifluoromethyl)benzenenitrile